2-((1R,5S,6S)-3-(2-(((R)-1-cyclopropylethyl)amino)-6-(trifluoromethyl)pyrimidin-4-yl)-3-azabicyclo[3.1.0]hex-6-yl)acetic acid C1(CC1)[C@@H](C)NC1=NC(=CC(=N1)N1C[C@@H]2C([C@@H]2C1)CC(=O)O)C(F)(F)F